ClCCCC(=O)C1=CC=C(C=C1)C(C(=O)OCC)(C)C Ethyl 2-(4-(4-chlorobutyryl) phenyl)-2-methylpropionate